COC=1C=C2C=CC(OC2=CC1OC)=O 6,7-dimethoxycoumarin